hydroxy-4,6-dichloro-1,3,5-triazine OC1=NC(=NC(=N1)Cl)Cl